C(C)C=1C(NC2=CC(=CN=C2C1)CN1CCN(CC1)C=1N=CC=2N(C1)C=C(N2)CC)=O 3-ethyl-7-((4-(2-ethylimidazo[1,2-a]pyrazin-6-yl)piperazine-1-yl)methyl)-1,5-naphthyridin-2(1H)-one